NC=1C=2N(C=CN1)C(=NC2C)C(C)C=2C(=C(C(=O)NC1=CC=CC=C1)C(=C(C2)Cl)F)OC(C)C 3-(1-(8-amino-1-methylimidazo[1,5-a]pyrazin-3-yl)ethyl)-5-chloro-6-fluoro-2-isopropoxy-N-phenylbenzamide